C(C)(C)(C)OC(=O)N[C@@H]1C[C@@H](CC12CCN(CC2)C(=O)OC(C)(C)C)OC(COS(=O)(=O)C2=CC=C(C=C2)C)CO tert-butyl (2R,4R)-4-(tert-butoxycarbonylamino)-2-[1-(hydroxymethyl)-2-(p-tolylsulfonyloxy) ethoxy]-8-azaspiro[4.5]decane-8-carboxylate